3-methoxy-N-methyl-4-{[3-(4-{[(1R,4R)-4-cyanocyclohexyl]amino}-1-(2,2,2-trifluoroethyl)-1H-indol-2-yl)prop-2-yn-1-yl]amino}benzamide COC=1C=C(C(=O)NC)C=CC1NCC#CC=1N(C2=CC=CC(=C2C1)NC1CCC(CC1)C#N)CC(F)(F)F